N-(4-chlorophenyl)-N-(naphthalene-2-yl)naphthalene-2-amine ClC1=CC=C(C=C1)N(C1=CC2=CC=CC=C2C=C1)C1=CC2=CC=CC=C2C=C1